ClC=1C(=NC=CC1C=1C(=C(C=CC1)NC(C1=NC=C(C=C1)CNCCO)=O)C)C1=CC(=C(C=C1)CNC[C@@H]1NC(CC1)=O)C (R)-N-(3-(3-chloro-2-(3-methyl-4-((((5-oxopyrrolidin-2-yl)methyl)amino)methyl)phenyl)pyridin-4-yl)-2-methylphenyl)-5-(((2-hydroxyethyl)amino)methyl)picolinamide